sodium n-octylamine C(CCCCCCC)N.[Na]